1-(4-fluoro-3-(3-morpholinoquinoxaline-6-carbonyl)phenyl)-3-(4-fluorophenyl)urea FC1=C(C=C(C=C1)NC(=O)NC1=CC=C(C=C1)F)C(=O)C=1C=C2N=C(C=NC2=CC1)N1CCOCC1